2-(6'-Bromo-1'-oxo-1'H-spiro[cyclopropane-1,4'-isoquinoline]-2'(3'H)-yl)-N-(5-fluoro-1-(tetrahydro-2H-pyran-2-yl)-1H-pyrazolo[3,4-b]pyridin-6-yl)acetamide BrC=1C=C2C3(CN(C(C2=CC1)=O)CC(=O)NC1=C(C=C2C(=N1)N(N=C2)C2OCCCC2)F)CC3